ClC1=NC=CC(=N1)N1C=C(C2=CC=C(C=C12)F)C=O 1-(2-Chloropyrimidin-4-yl)-6-fluoro-1H-indole-3-carbaldehyde